ethyl 2-[4-(dimethylamino)-2-methyl-7-oxo-thiazolo[4,5-d]pyridazin-6-yl]acetate CN(C1=NN(C(C2=C1N=C(S2)C)=O)CC(=O)OCC)C